1-bromo-4-(2-bromoethylsulfonyl)benzene BrC1=CC=C(C=C1)S(=O)(=O)CCBr